COC1=C(C(=O)NS(=O)(=O)C2=CC=C(C=C2)NC(=O)NC)C=CC=C1 2-methoxy-N-[[4-[[(methylamino)carbonyl]amino]-phenyl]sulfonyl]-benzamide